C(C)(=O)C=1C=C(C=C2C(N(C(=NC12)C1CCOCC1)C(C)C)=O)Cl 8-acetyl-6-chloro-3-isopropyl-2-tetrahydropyran-4-yl-quinazolin-4-one